N[C@H]1C2N(CC1CC2)C(=O)C2=CC1=C(N(C(=N1)C=1N(C3=CC(=CC=C3C1)C(C)O)CC1CC1)CC=1C=NN(C1)C)C(=C2)OC 1-(2-{5-[(7R)-7-amino-2-azabicyclo[2.2.1]heptane-2-carbonyl]-7-methoxy-1-[(1-methyl-1H-pyrazol-4-yl)methyl]-1H-1,3-benzodiazol-2-yl}-1-(cyclopropylmethyl)-1H-indol-6-yl)ethan-1-ol